(7R)-7-(3-Fluorophenyl)-N4-methyl-N2-[3-(4-methylimidazol-1-yl)-1-bicyclo[1.1.1]pentanyl]-6,7-dihydro-5H-cyclopenta[d]pyrimidin-2,4-diamin FC=1C=C(C=CC1)[C@H]1CCC2=C1N=C(N=C2NC)NC21CC(C2)(C1)N1C=NC(=C1)C